C(C=C)(=O)N1CC2(C1)CN(CC2)C2=NC(=NC(=C2C#N)C2=C1C=NNC1=CC=C2C)OCC2=NC=C(C=C2)N2CCN(CC2)C 4-(2-acryloyl-2,6-diazaspiro[3.4]octan-6-yl)-6-(5-methyl-1H-indazol-4-yl)-2-((5-(4-methylpiperazin-1-yl)pyridin-2-yl)methoxy)pyrimidine-5-carbonitrile